(MERCAPTOMETHYL)METHYLDIETHOXYSILANE SC[Si](OCC)(OCC)C